FC1=CC=C2C=C(NC2=C1)C(=O)N(C1=NC=CC=C1)C 6-fluoro-N-methyl-N-(pyridin-2-yl)-1H-indole-2-carboxamide